C[C@]12[C@H]3CC[C@@]4(C(CC[C@H]4[C@@H]3CC[C@H]2C[C@H](CC1)OC(=O)C=1SC=C(C1)Br)=O)C (3S,5S,8R,9S,10S,13S,14S)-10,13-dimethyl-17-oxohexadecahydro-1H-cyclopenta[a]phenanthren-3-yl-4-bromothiophene-2-carboxylate